NC=1C=C(C=C(C1)C(F)(F)F)[C@@H](C)NC1=NC=2N(C3=CC(=C(C=C13)O[C@@H]1COCC1)OC)C=NC2 N-((R)-1-(3-amino-5-(trifluoromethyl)phenyl)ethyl)-8-methoxy-7-(((S)-tetrahydrofuran-3-yl)oxy)imidazo[1,5-a]quinazolin-5-amine